NC=1N=NC(=CC1N1CC2CCC(C1)N2C(=O)OCC2=CC=CC=C2)C2=C(C=CC=C2)OCOC benzyl 3-(3-amino-6-(2-(methoxymethoxy)phenyl)pyridazin-4-yl)-3,8-diazabicyclo[3.2.1]octane-8-carboxylate